(S)-N-(2,5-dichlorobenzoyl)-3-(2,3-dihydro-1,4-benzo-dioxol-6-yl)alanine methyl ester COC([C@@H](NC(C1=C(C=CC(=C1)Cl)Cl)=O)CC1=COC2C(OCC2)=C1)=O